C(C)C(COC(C1=CC=CC=C1)C=C)CCCC vinylbenzyl (2-ethylhexyl) ether